OC[C@@H]1NC(OC1)=O (4S)-4-(Hydroxymethyl)oxazolidin-2-one